FC=1C=C(C=CC1[N+](=O)[O-])N1C[C@H]2CC[C@@H](C1)N2C(=O)OC(C)(C)C tert-butyl (1R,5S)-3-(3-fluoro-4-nitrophenyl)-3,8-diazabicyclo[3.2.1]octane-8-carboxylate